CNCCC1CNCCO1 N-methyl-2-(2-morpholinyl)-1-ethylamine